(S)-N1-(1-(2-(2-adamantylamino)-2-oxoethyl)-2-oxo-1,2-dihydropyridin-3-yl)-N6-methyl-2-((S)-1-methylpyrrolidine-2-carboxamido)-5-oxohexanediamide C12C(C3CC(CC(C1)C3)C2)NC(CN2C(C(=CC=C2)NC([C@H](CCC(C(=O)NC)=O)NC(=O)[C@H]2N(CCC2)C)=O)=O)=O